5-(1,4-diazepine-1-yl)-2-methylisoindolin-1-one trifluoroacetate FC(C(=O)O)(F)F.N1(C=CN=CC=C1)C=1C=C2CN(C(C2=CC1)=O)C